S(=O)(=O)(OCOS(=O)(=O)Cl)Cl Methylene bis(chlorosulfate)